4-[4-(trifluoromethyl)-1,3-thiazol-2-yl]benzaldehyde FC(C=1N=C(SC1)C1=CC=C(C=O)C=C1)(F)F